8-(5-chloro-3-methylpyridin-2-yl)-5-(4-chlorobenzyl)-2-(5-fluoropyridin-2-yl)-2,5,8-triazaspiro[3.5]nonane-6,9-dione ClC=1C=C(C(=NC1)N1CC(N(C2(CN(C2)C2=NC=C(C=C2)F)C1=O)CC1=CC=C(C=C1)Cl)=O)C